4-((1S,3S)-3-butyl-6-methoxy-1,2,3,4-tetrahydroisoquinolin-1-yl)benzonitrile C(CCC)[C@@H]1N[C@H](C2=CC=C(C=C2C1)OC)C1=CC=C(C#N)C=C1